FC1=C(C=C(C=C1)C1=NC=CC=C1C=1C=C2C(=NC=NC2=CC1)NCCCN(C)C)C N1-(6-(2-(4-Fluoro-3-methylphenyl)pyridin-3-yl)quinazolin-4-yl)-N3,N3-dimethylpropane-1,3-diamine